tert-butyl N-[(1S)-1-(hydroxymethyl) propyl]-N-methyl-carbamate OC[C@H](CC)N(C(OC(C)(C)C)=O)C